ClS(=O)(=O)C1=CC=C(C=C1)C(C1CCN(CC1)C(=O)OC(C)(C)C)(F)F tert-butyl 4-((4-(chlorosulfonyl)phenyl)difluoromethyl)piperidine-1-carboxylate